N-Acetyl-L-valyl-N5-carbamoyl-N-[4-({[(4-sulfanylpiperidin-1-yl)carbonyl]oxy}methyl)phenyl]-L-ornithinamide C(C)(=O)N[C@@H](C(C)C)C(=O)N[C@@H](CCCNC(N)=O)C(=O)NC1=CC=C(C=C1)COC(=O)N1CCC(CC1)S